3-[4-[2-[(2R)-2-(difluoromethyl)azetidin-1-yl]-7,7-difluoro-5,6-dihydrocyclopenta[d]pyrimidin-4-yl]phenyl]oxetan-3-amine FC([C@@H]1N(CC1)C=1N=C(C2=C(N1)C(CC2)(F)F)C2=CC=C(C=C2)C2(COC2)N)F